N-tris-(hydroxymethyl)methylaminoacetic acid OCC(NCC(=O)O)(CO)CO